COC([C@H](NC=1C(C2=C(C=CC=C2C(C1)=O)O)=O)C(C)C)=O (8-Hydroxy-1,4-dioxo-1,4-dihydronaphthalen-2-yl)-D-valine methyl ester